4-(methyl(2-((4-(trifluoromethyl)phenyl)amino)pyrimidin-4-yl)amino)piperidin CN(C1CCNCC1)C1=NC(=NC=C1)NC1=CC=C(C=C1)C(F)(F)F